2,2-difluoroethyl(trans-4-((4-(4-chloro-1H-pyrazol-3-yl)-5-(trifluoromethyl)pyrimidin-2-yl)amino)cyclohexyl)(5-(2-methoxypyrimidin-5-yl)pyridin-2-yl)carbamate FC(COC(N(C1=NC=C(C=C1)C=1C=NC(=NC1)OC)[C@@H]1CC[C@H](CC1)NC1=NC=C(C(=N1)C1=NNC=C1Cl)C(F)(F)F)=O)F